6-(3-(Azetidin-1-yl)phenyl)-2-(pyrimidin-2-yl)phthalazin-1(2H)-one N1(CCC1)C=1C=C(C=CC1)C=1C=C2C=NN(C(C2=CC1)=O)C1=NC=CC=N1